ClC1=C(C#N)C(=CC=C1)N1N=CC(=C1)C1=CN(C(C=C1C=1C=NC(=CC1)NCC)=O)C 2-chloro-6-(4-(6-(ethylamino)-1'-methyl-6'-oxo-1',6'-dihydro-[3,4'-bipyridin]-3'-yl)-1H-pyrazol-1-yl)benzonitrile